chlorobiphenyl-4-carbaldehyde ClC1=C(C=CC(=C1)C=O)C1=CC=CC=C1